2-(3,5-bis-trifluoromethyl-phenyl)-N-[4-(2-chloro-5-hydroxymethyl-phenyl)-1-ethyl-1H-pyrazolo[3,4-b]pyridin-5-yl]-N-methyl-isobutyramide FC(C=1C=C(C=C(C1)C(F)(F)F)C(C(=O)N(C)C=1C(=C2C(=NC1)N(N=C2)CC)C2=C(C=CC(=C2)CO)Cl)(C)C)(F)F